1,2-bis(phenylthio)disilane C1(=CC=CC=C1)S[SiH2][SiH2]SC1=CC=CC=C1